(Z)-N-(m-tolyl)benzimidoyl cyanide C1(=CC(=CC=C1)\N=C(\C1=CC=CC=C1)/C#N)C